CC1=C(C=C(C=C1)NC(=O)N1C[C@@H](CC1)CC(F)(F)F)C1=CC(=NC(=C1)N[C@@H]1COCC1)N1CCOCC1 (S)-N-(4-methyl-3-(2-morpholino-6-(((S)-tetrahydrofuran-3-yl)amino)pyridin-4-yl)phenyl)-3-(2,2,2-trifluoroethyl)pyrrolidine-1-carboxamide